O1CCN(CC1)C=1C2=C(N=CN1)NC(=C2)C2=CC=C(NC(C(F)(F)F)C1CCNCC1)C=C2 4-(4-morpholino-7H-pyrrolo[2,3-d]pyrimidin-6-yl)-N-(2,2,2-trifluoro-1-(piperidin-4-yl)ethyl)aniline